O[C@H]1[C@H](O[C@@]2([C@H](CCO2)C2=C(C(=O)N)C=CC=C2OC(F)(F)F)[C@@H]([C@H]1N1N=NC(=C1)C1=CC(=C(C(=C1)F)F)F)O)CO ((4r,5s,7r,8r,9s,10r)-8,10-dihydroxy-7-(hydroxymethyl)-9-(4-(3,4,5-trifluorophenyl)-1H-1,2,3-triazol-1-yl)-1,6-dioxaspiro[4.5]dec-4-yl)-3-(trifluoromethoxy)benzamide